ClC1=C(N(N=C1)C)C1(CC1)C(=O)NC(C(=O)O)CCN(CCCCC1=NC=2NCCCC2C=C1)CC(CF)OC 2-[[1-(4-chloro-2-methyl-pyrazol-3-yl)cyclopropanecarbonyl]amino]-4-[[3-fluoro-2-methoxy-propyl]-[4-(5,6,7,8-tetrahydro-1,8-naphthyridin-2-yl)butyl]amino]butanoic acid